tert-butyl (3S,5S)-3-[(4-{4-[(4-{[(dimethylamino)methylidene]amino}-2-methylnaphthalen-1-yl)oxy]-1,3-thiazol-5-yl}pyrimidin-2-yl)amino]-5-fluoropiperidine-1-carboxylate CN(C)C=NC1=CC(=C(C2=CC=CC=C12)OC=1N=CSC1C1=NC(=NC=C1)N[C@@H]1CN(C[C@H](C1)F)C(=O)OC(C)(C)C)C